3-[4-[2-(4-piperidyl)ethyl]phenyl]piperidine-2,6-dione N1CCC(CC1)CCC1=CC=C(C=C1)C1C(NC(CC1)=O)=O